Trans-rac-3-(2-formylhydrazine-1-carbonyl)-2-methylazetidine-1-carboxylic acid C(=O)NNC(=O)[C@H]1[C@@H](N(C1)C(=O)O)C |r|